(1H-indole-3-carboxamide) acetate salt C(C)(=O)O.N1C=C(C2=CC=CC=C12)C(=O)N